CC1C(N(C2CC1C2)C(=O)C2=NN(C=C2C2=NC=CC=N2)C)CNC2=NC=C(N=C2)C(F)(F)F N-({4-methyl-2-[1-methyl-4-(pyrimidin-2-yl)-1H-pyrazole-3-carbonyl]-2-azabicyclo[3.1.1]hept-3-yl}methyl)-5-(trifluoromethyl)pyrazin-2-amine